(R)-N-((1R,2R)-1-(2,3-dihydrobenzo[b][1,4]dioxin-6-yl)-1-hydroxy-3-(pyrrolidin-1-yl)propan-2-yl)-1-(quinolin-2-yl)pyrrolidine-3-carboxamide O1C2=C(OCC1)C=C(C=C2)[C@H]([C@@H](CN2CCCC2)NC(=O)[C@H]2CN(CC2)C2=NC1=CC=CC=C1C=C2)O